3-(4-(sec-butoxy)-2-methylphenyl)butanal C(C)(CC)OC1=CC(=C(C=C1)C(CC=O)C)C